S-3-fluorophenyl-sulfenamide FC=1C=C(C=CC1)SN